IC=1C=C(NC)C=CC1 m-iodo-N-methylaniline